N1(CCOCC1)C1=CC=C(C=N1)C(=O)N1CCC(CC1)CCCCNC(=O)C1=CC=2C(=CN=CC2)S1 N-[4-(1-{[6-(morpholin-4-yl)pyridin-3-yl]carbonyl}piperidin-4-yl)butyl]thieno[2,3-c]pyridine-2-carboxamide